(S)-1-methyl-5-(1-(1-phenylethyl)-1H-pyrazol-4-yl)-4-(1H-pyrazol-1-yl)pyridin-2(1H)-one CN1C(C=C(C(=C1)C=1C=NN(C1)[C@@H](C)C1=CC=CC=C1)N1N=CC=C1)=O